BrCC=1C=C2C=CC(=NC2=CC1)Cl 6-(bromomethyl)-2-chloroquinoline